tert-butyl (2-cyanoethyl)carbamate C(#N)CCNC(OC(C)(C)C)=O